C(C)N(CC(C)C)CC1=C(C=CC(=C1)[N+](=O)[O-])O 2-((Ethyl(isobutyl)amino)methyl)-4-nitrophenol